(R)-4-((1-(3-(difluoromethyl)-2-fluorophenyl)ethyl)amino)-2-methyl-8,9-dihydrofuro[2,3-h]quinazoline-6-carboxylic acid FC(C=1C(=C(C=CC1)[C@@H](C)NC1=NC(=NC2=C3C(=C(C=C12)C(=O)O)OCC3)C)F)F